N-(4-(aminomethyl)phenyl)-4-fluoro-6-(4-(trifluoromethyl)piperidin-1-yl)pyridin-3-amine NCC1=CC=C(C=C1)NC=1C=NC(=CC1F)N1CCC(CC1)C(F)(F)F